ClC1=CC=C(C=C1)C(CC1(C(N(C2=CC=CC=C12)CC1=CC=C(C=C1)C)=O)O)=O 3-(2-(4-chlorophenyl)-2-oxoethyl)-3-hydroxy-1-(4-methylbenzyl)indol-2-one